C(C)OC(CCNC(=O)NC1(C(CC(CC1)(F)F)CO)C1=CC(=C(C=C1)CCC(C)(C)C)Cl)=O 3-(3-{1-[3-chloro-4-(3,3-dimethyl-butyl)phenyl]-4,4-difluoro-2-hydroxymethyl-cyclohexyl}ureido)propanoic acid ethyl ester